C(C)(C)(C)OC(=O)N1CC2(C1)CCN(CC2)C2=CC=C(C=C2)[C@@H]2[C@@H](CCC1=CC(=CC=C21)O)C2=C(C=CC=C2)F 7-(4-((1s,2r)-2-(2-fluorophenyl)-6-hydroxy-1,2,3,4-tetrahydronaphthalen-1-yl)phenyl)-2,7-diazaspiro[3.5]Nonane-2-carboxylic acid tert-butyl ester